4-methyl-5-(piperidin-4-yl)isobenzofuran-1(3H)-one CC1=C2COC(C2=CC=C1C1CCNCC1)=O